FC1=C(C=C(C=C1F)N1N=CC2=CC(=CC=C12)C=1C=NC(=CC1)OC)O 2,3-Difluoro-5-(5-(6-methoxypyridin-3-yl)-1H-indazol-1-yl)phenol